2-(chloromethyl)-3-iodo-6-fluoro-1-(oxetan-3-yl)quinolin-4(1H)-one ClCC=1N(C2=CC=C(C=C2C(C1I)=O)F)C1COC1